Cl.NS(=O)(=O)C=1C=C(C=CC1)NC1=NC=C(C(=N1)NC1=CC=C(C=C1)CC1=CC=NC=C1)F N2-(3-Aminosulfonylphenyl)-5-fluoro-N4-[4-(4-pyridylmethyl)phenyl]-2,4-pyrimidinediamine Hydrochloride Salt